tert-butyl (S)-5-(((R)-tert-butylsulfinyl)amino)-3-fluoro-5,7-dihydrospiro[cyclopenta[b]pyridine-6,4'-piperidine]-1'-carboxylate C(C)(C)(C)[S@@](=O)N[C@@H]1C=2C(=NC=C(C2)F)CC12CCN(CC2)C(=O)OC(C)(C)C